NC1=NC=C(C(=N1)C=1C=NN(C1)[C@@H]([C@@H](C)O)C)C(F)(F)F |r| cis-rac-(2R,3R)-3-(4-(2-amino-5-(trifluoromethyl)pyrimidin-4-yl)-1H-pyrazol-1-yl)butan-2-ol